N,N-dimethyl-3-[(9Z-12Z)-octadeca-9,12-dien-1-yloxy]propan-1-amine CN(CCCOCCCCCCCC\C=C/C\C=C/CCCCC)C